ClC1=CC(=CC(=N1)N1CCN(CC1)S(=O)(=O)C1=CC=C(C=C1)N1C(CC(C1)CN1CC(C1)N(C)C)=O)C(F)(F)F 1-[4-[4-[6-Chloro-4-(trifluoromethyl)-2-pyridyl]piperazin-yl]sulfonylphenyl]-4-[[3-(dimethylamino)azetidin-1-yl]methyl]pyrrolidin-2-one